3-(4-(4-(2-(1-aminopiperidin-4-yl)ethyl)-4-hydroxypiperidin-1-yl)-3-fluorophenyl)piperidine-2,6-dione NN1CCC(CC1)CCC1(CCN(CC1)C1=C(C=C(C=C1)C1C(NC(CC1)=O)=O)F)O